C(#CC)[C@@H]1CNC(N1C=1SC=2C(=C3C=NNC3=CC2)N1)=O |r| (RS)-5-(prop-1-yn-1-yl)-1-(6H-thiazolo[4,5-e]indazol-2-yl)imidazolidin-2-one